CC(CCCCCCCC)=O (Z)-2-decanal